C(C)OC(C1=C(C=C(C=C1)NC(=O)C=1N(C(=CN1)Br)C)F)=O 4-[(5-bromo-1-methyl-imidazole-2-carbonyl)amino]-2-fluoro-benzoic acid ethyl ester